OCCN1NN(CC(C1)CCO)CCO 1,3,5-tri(2-hydroxyethyl)-hexahydro-triazine